O=C(CSCC(CC)=O)CC 1-(2-oxobutylsulfanyl)butan-2-one